BrC1=C2C=C(N=CC2=C(C=C1)OCCO)Cl 2-((5-bromo-3-chloroisoquinolin-8-yl)oxy)ethan-1-ol